C(C)OC(\C=C\C=1C2=CN(N=C2C=C(C1N)Cl)C)=O.FC=1C=C(C=CC1OC1=CC=CC=C1)C1=NN(C2=NC=NC=C21)[C@H]2CN(CCC2)C(C=C)=O (R)-1-(3-(3-(3-fluoro-4-phenoxyphenyl)-1H-pyrazolo[3,4-d]pyrimidin-1-yl)piperidin-1-yl)prop-2-en-1-one ethyl-(E)-3-(5-amino-6-chloro-2-methyl-2H-indazol-4-yl)acrylate